(2-(dimethylamino)-3-(heptyloxy)propoxy)hexadec-7-enoate CN(C(COC(C(=O)[O-])CCCCC=CCCCCCCCC)COCCCCCCC)C